N-((5-cyclopropyl-1H-indazol-4-yl)methyl)-4-(trifluoromethoxy)-benzamide C1(CC1)C=1C(=C2C=NNC2=CC1)CNC(C1=CC=C(C=C1)OC(F)(F)F)=O